methyl 1-((5-(1-(2,6-dichlorophenyl)azetidin-3-yl)-3,6-dimethylpyridin-2-yl)methyl)piperidine-4-carboxylate ClC1=C(C(=CC=C1)Cl)N1CC(C1)C=1C=C(C(=NC1C)CN1CCC(CC1)C(=O)OC)C